(S)-Cyanomethyl 2-(pent-4-enamido)-2-phenylacetate C(CCC=C)(=O)N[C@H](C(=O)OCC#N)C1=CC=CC=C1